2-[3-[4-[(2,6-dioxo-3-piperidyl)amino]phenyl]-8-azabicyclo[3.2.1]octan-8-yl]acetic acid hydrochloride salt Cl.O=C1NC(CCC1NC1=CC=C(C=C1)C1CC2CCC(C1)N2CC(=O)O)=O